CC1=CC=CC(=N1)C1=NC=CC(=N1)NC1=NC(=NC=C1)NC=1SC=C(N1)CN1C[C@H](N[C@H](C1)C)C |r| N4-[2-(6-methyl-2-pyridyl)pyrimidin-4-yl]-N2-[4-[[rac-(3R,5S)-3,5-dimethylpiperazin-1-yl]methyl]thiazol-2-yl]pyrimidine-2,4-diamine